3-Fluoro-D,L-alanine-2-d FC[C@](N)(C(=O)O)[2H] |r|